2(3H)-dihydrofuranone O1C(CCC1)=O